N-phthalimidoaziridine C1(C=2C(C(N1N1CC1)=O)=CC=CC2)=O